OC[C@@]1(N(CCC1)C(=O)OC(C)(C)C)C 2-Methylpropan-2-yl (2R)-2-(hydroxymethyl)-2-methyltetrahydropyrrole-1-carboxylate